(2S,3S)-3-(2,4-difluorophenyl)-4-methylpentan-2-yl N-[(3-acetoxy-4-methoxypyridin-2-yl)carbonyl]-L-alaninate C(C)(=O)OC=1C(=NC=CC1OC)C(=O)N[C@@H](C)C(=O)O[C@@H](C)[C@@H](C(C)C)C1=C(C=C(C=C1)F)F